C1(=CC=CC=C1)[C@@H]1[C@@H](C1)C(=O)OCC (Cis)-ethyl 2-phenylcyclopropanecarboxylate